2-Fluoro-6-methyl-3-(4,4,5,5-tetramethyl-1,3,2-dioxaborolan-2-yl)benzonitrile FC1=C(C#N)C(=CC=C1B1OC(C(O1)(C)C)(C)C)C